dimethylamino(tri-n-propyl)silane CN(C)[Si](CCC)(CCC)CCC